ClC=1C=C2C(C(=CN(C2=NC1N1CC2=NC=CC=C2C1)C1CCOCC1)C(=O)O)=O 6-chloro-7-(5,7-dihydro-6H-pyrrolo[3,4-b]pyridin-6-yl)-4-oxo-1-(tetrahydro-2H-pyran-4-yl)-1,4-dihydro-1,8-naphthyridine-3-carboxylic acid